BrC=1C=C(C=CC1)C1(CC(C1)OC)C(=O)O (1s,3s)-1-(3-bromophenyl)-3-methoxycyclobutane-1-carboxylic acid